C(C)OC(=O)C1=CN=C(O1)C1=NC=C(C(=C1)C)C#N 2-(5-cyano-4-methylpyridin-2-yl)oxazole-5-carboxylic acid ethyl ester